1-methyl-2-((6-morpholinylbenzo[d]oxazol-2-yl)amino)-1H-benzo[d]imidazole-5-carboxylic acid CN1C(=NC2=C1C=CC(=C2)C(=O)O)NC=2OC1=C(N2)C=CC(=C1)N1CCOCC1